3-(trifluoromethanesulfonyl)benzene-1-sulfonamide FC(S(=O)(=O)C=1C=C(C=CC1)S(=O)(=O)N)(F)F